1-[(4-methyl-3-pyridyl)methyl]-6-[3-(trifluoromethyl)phenyl]-3H-imidazo[4,5-b]pyridin-2-one CC1=C(C=NC=C1)CN1C(NC2=NC=C(C=C21)C2=CC(=CC=C2)C(F)(F)F)=O